[O-2].[Er+2] erbium(II) oxide